benzyl 10-((2-(2,6-dioxopiperidin-3-yl)-1,3-dioxoisoindolin-5-yl)amino)decanoate O=C1NC(CCC1N1C(C2=CC=C(C=C2C1=O)NCCCCCCCCCC(=O)OCC1=CC=CC=C1)=O)=O